ClC1=NC(=NC(=N1)Cl)N1C(COCC1)C 4-(4,6-dichloro-1,3,5-triazin-2-yl)-3-methylmorpholine